[N-](S(=O)(=O)C(F)(F)F)S(=O)(=O)C(F)(F)F.C[N+](CCCCC)(CCC)CC N-methyl-N-ethyl-N-propyl-N-pentylammonium bis(trifluoromethanesulfonyl)imide